COC1=NC=CC=C1C(C#N)C1=NC=CC(=C1)C(F)(F)F (2-methoxypyridin-3-yl)-2-(4-(trifluoromethyl)pyridin-2-yl)acetonitrile